OCCC(C(=O)N[C@H](CC1=CC=CC=C1)C(=O)OC)C methyl N-(4-hydroxy-2-methylbutanoyl)-D-phenylalaninate